C1(CC1)CN1N=CC=C1N 1-(cyclopropylmethyl)-1H-pyrazol-5-amine